N-{2-[(8R,8aS)-8-Aminohexahydropyrrolo[1,2-a]pyrazin-2(1H)-yl]-4-phenoxy-3-(trifluoromethyl)phenyl}-2-(pyridazin-4-yl)-1,3-thiazol-4-carboxamid N[C@@H]1CCN2[C@H]1CN(CC2)C2=C(C=CC(=C2C(F)(F)F)OC2=CC=CC=C2)NC(=O)C=2N=C(SC2)C2=CN=NC=C2